C(OC1=CC=C(C=C1)N1C(NCC=2C1=NC(=NC2C)SC)=O)([2H])([2H])[2H] 1-(4-(methoxy-d3)phenyl)-5-methyl-7-(methylthio)-3,4-dihydropyrimido[4,5-d]pyrimidin-2(1H)-one